2,4-diacetyl-aminoanisole C(C)(=O)C1=C(C=CC(=C1N)C(C)=O)OC